2,6-bis(chloromethyl)pyridine ClCC1=NC(=CC=C1)CCl